N-[2-[2-(dimethylamino)ethyl-methylamino]-methoxy-5-[[4-(1-methylindol-3-yl)pyrimidin-2-yl]amino]phenyl]prop-2-enamid CN(CCN(C1=C(C=C(C=C1OC)NC1=NC=CC(=N1)C1=CN(C2=CC=CC=C12)C)NC(C=C)=O)C)C